Cl.C(C)N=C=NCCCN(C)C ethyl-N'-(3-dimethylaminopropyl)carbodiimide-HCl